2'-chloro-N-(5-(4-chloro-1,3-dimethyl-1H-pyrazole-5-carbonyl)-5,6-dihydro-4H-pyrrolo[3,4-d]thiazol-2-yl)-5'-methoxy-6-methyl-[4,4'-bipyridine]-3-carboxamide ClC1=NC=C(C(=C1)C1=C(C=NC(=C1)C)C(=O)NC=1SC2=C(N1)CN(C2)C(=O)C2=C(C(=NN2C)C)Cl)OC